(1-chlorocyclopropyl)-3-chloro-1-(2-chlorophenyl)-2-propanol ClC1(CC1)C(C(CCl)O)C1=C(C=CC=C1)Cl